1-(dimethylamino)-2,2-difluoro-ethylene CN(C=C(F)F)C